C1(CCCC1)C1=C(C=C(C=C1O)\C=C\C1=CSC=C1)O (E)-2-cyclopentyl-5-(2-(thiophen-3-yl)vinyl)benzene-1,3-diol